ClC=1C(=C2C=NC(=NN2C1C(C)C)N[C@H]1[C@@H](CN(CC1)C(=O)OC(C)(C)C)F)F tert-butyl (3R,4R)-4-({6-chloro-5-fluoro-7-isopropylpyrrolo[2,1-f][1,2,4]triazin-2-yl}amino)-3-fluoropiperidine-1-carboxylate